N-((2-(3-Aminophenyl)pyrimidin-5-yl)methyl)-2-chloro-6-(trifluoromethyl)pyridin-4-amine NC=1C=C(C=CC1)C1=NC=C(C=N1)CNC1=CC(=NC(=C1)C(F)(F)F)Cl